NC=1C2=C(N=CN1)C=C(N2C2CCN(CC2)CC2=NC(=CC=C2)C)C2=C(C=C(C=C2)NC(C=C)=O)OC N-(4-(4-amino-5-(1-((6-methylpyridin-2-yl)methyl)piperidin-4-yl)-5H-pyrrolo[3,2-d]pyrimidin-6-yl)-3-methoxyphenyl)acrylamide